C(C1=CC=CC=C1)NC(=O)C=1C=C(C=C(C1)C(F)(F)F)NC(=O)[N-]C1=C[N+](=NO1)CC1CCN(CC1)CCO ((3-(Benzylcarbamoyl)-5-(trifluoromethyl)phenyl)carbamoyl)(3-((1-(2-hydroxyethyl)piperidin-4-yl)methyl)-1,2,3-oxadiazol-3-ium-5-yl)amide